m-phenylene tetra(xylyl) diphosphate P(=O)(OC1=CC(=CC=C1)OP(=O)(OC1=C(C(=CC=C1)C)C)OC1=C(C(=CC=C1)C)C)(OC1=C(C(=CC=C1)C)C)OC1=C(C(=CC=C1)C)C